Di(N-Succinimidyl) Suberate C1CC(=O)N(C1=O)OC(=O)CCCCCCC(=O)ON2C(=O)CCC2=O